methyl-5-decyne-4,7-diol CCCCC(C#CC(CCC)O)O